C(C)(=O)OCC r-ethyl acetate